C1(CCC1)OC1=CC=C2C(NN=C(C2=C1)CC=1C=NC=C(C#N)C1)=O 5-((7-cyclobutoxy-4-oxo-3,4-dihydrophthalazin-1-yl)methyl)nicotinonitrile